3-methyl-2-(4-(piperidin-1-yl)styryl)benzo[d]thiazol-3-ium iodide [I-].C[N+]1=C(SC2=C1C=CC=C2)C=CC2=CC=C(C=C2)N2CCCCC2